4,4'-bisfluoromethylenebiphenyl FC=C1C=CC(C=C1)=C1C=CC(C=C1)=CF